(Cbz)amide C(=O)(OCC1=CC=CC=C1)[NH-]